N-(trans-3-(2-(4-(2,3-dichlorophenyl)piperazin-1-yl)ethyl)cyclobutyl)-2-methyl-oxazole-4-carboxamide 2-(trimethylsilyl)ethyl-4-(methylsulfonyl)piperidine-1-carboxylate C[Si](CCOC(=O)N1CCC(CC1)S(=O)(=O)C)(C)C.ClC1=C(C=CC=C1Cl)N1CCN(CC1)CC[C@@H]1C[C@H](C1)NC(=O)C=1N=C(OC1)C